FC(C(S(=O)(=O)[Li])(F)F)(C(F)(F)F)F (heptafluoropropanesulfonyl)lithium